ClC1=CN(C(C2=CC(=C(C=C12)C1=NC=C(C=N1)C(F)(F)F)F)=O)C[C@H]1C[C@H](CCC1)NC=1C=NNC(C1C(F)(F)F)=O 4-chloro-7-fluoro-2-(((1R,3S)-3-((6-oxo-5-(trifluoromethyl)-1,6-dihydropyridazin-4-yl)amino)cyclohexyl)methyl)-6-(5-(trifluoromethyl)pyrimidin-2-yl)isoquinolin-1(2H)-one